3-methyl-4-oxo-3,4-dihydroquinazolin-6-carbonyl chloride CN1C=NC2=CC=C(C=C2C1=O)C(=O)Cl